N-((S)-1-(2-((S)-2-cyanopyrrolidin-1-yl)-2-oxoethyl)pyrrolidin-3-yl)quinoline-5-carboxamide C(#N)[C@H]1N(CCC1)C(CN1C[C@H](CC1)NC(=O)C=1C=2C=CC=NC2C=CC1)=O